azobiscyclohexanecarbonitrile sodium [Na].N(=NC1(CCCCC1)C#N)C1(CCCCC1)C#N